COC=1C(=C(C(=C(C1)CC(C)N)C)S)C 1-(5-methoxy-4-methyl-2-methyl-sulfanylphenyl)propan-2-amine